C(=O)C1=C(C=CC=C1)OB(O)O (2-formylphenyl)boric acid